OB1OCC2=C1C(=C(C=C2)C(=O)N[C@@H](C(C)C)C(=O)OCC=2C=NC(=NC2)N)C (2-aminopyrimidin-5-yl)methyl (1-hydroxy-7-methyl-1,3-dihydrobenzo[c][1,2]oxaborole-6-carbonyl)-L-valinate